(2,4,6-trifluoromethyl(phenyl))borat FCC1=C(C(=CC(=C1)CF)CF)OB([O-])[O-]